N1C=C(C2=CC=CC=C12)C[C@@H](C(=O)NNC(C1=CC=C(C=C1)N1CCOCC1)=O)NS(=O)(=O)C1=CC=C(C=C1)C (S)-N-(3-(1H-indol-3-yl)-1-(2-(4-morpholinobenzoyl)hydrazino)-1-oxopropan-2-yl)-4-methylbenzenesulfonamide